7,7,9-trimethyl-4,13-dioxo-3,14-dioxa-5,12-diaza-hexadecane-1,16-diol diacrylate C(C=C)(=O)OCCOC(NCC(CC(CCNC(OCCOC(C=C)=O)=O)C)(C)C)=O